((3aR,4R,6R,6aS)-6-(4-chloro-7H-pyrrolo[2,3-d]pyrimidin-7-yl)-2,2-dimethyltetrahydro-4H-cyclopenta[d][1,3]dioxol-4-yl)methyl 4-methylbenzenesulfonate CC1=CC=C(C=C1)S(=O)(=O)OC[C@H]1C[C@H]([C@@H]2OC(O[C@@H]21)(C)C)N2C=CC1=C2N=CN=C1Cl